C(C)N(C(CO[C@H]1CN(CC1)C1=CC=CC(=N1)C1=NC2=CC(=NC=C2C=C1)CNC(C1=CN=CC(=C1)S(=O)(=O)C)=O)=O)C (R)-N-((2-(6-(3-(2-(ethyl(methyl)amino)-2-oxoethoxy)pyrrolidin-1-yl)pyridin-2-yl)-1,6-naphthyridin-7-yl)methyl)-5-(methylsulfonyl)nicotinamide